(3-methyloxetan-3-yl)methane CC1(COC1)C